C(C)OC(=O)C=1NC=CC1.C1(=CC=CC=C1)CCCC1=CC=C(N1)C(=O)OCC Ethyl 5-(3-phenylpropyl)-1H-pyrrole-2-carboxylate Ethyl-1H-pyrrole-2-carboxylate